C(C)(C)(C)OC(=O)N1CCOCC(C1)OC 4-[(tert-butoxy)carbonyl]-6-methoxy-1,4-oxazepane